(R)-2-(3-((tert-butoxycarbonyl)(methyl)amino)pyrrolidin-1-yl)-4-ethoxypyrimidine C(C)(C)(C)OC(=O)N([C@H]1CN(CC1)C1=NC=CC(=N1)OCC)C